ClC1=NC=CC(=C1)[C@@H](CC1=NC(=NC(=N1)N[C@@H](CO)CC(C)C)NS(=O)(=O)C)C N-(4-((R)-2-(2-chloropyridin-4-yl)propyl)-6-(((R)-1-hydroxy-4-methylpent-2-yl)amino)-1,3,5-triazin-2-yl)methanesulfonamide